3-(chlorodifluoromethoxy)-1-methyl-1H-pyrazole-5-carboxylic acid ClC(OC1=NN(C(=C1)C(=O)O)C)(F)F